N-[3-chloro-4-[4-[(2S,4R)-4-hydroxypyrrolidine-2-carbonyl]piperazine-1-carbonyl]phenyl]-5-(2,3-difluoro-4-methoxy-phenyl)-1-methyl-imidazole-2-carboxamide ClC=1C=C(C=CC1C(=O)N1CCN(CC1)C(=O)[C@H]1NC[C@@H](C1)O)NC(=O)C=1N(C(=CN1)C1=C(C(=C(C=C1)OC)F)F)C